CC(C[C@@H](C(N[C@@H](C[C@H]1C(NCC1)=O)C(COC(F)(F)F)=O)=O)NC(=O)C1OC(CC1)=O)C N-((S)-4-methyl-1-oxo-1-(((S)-3-oxo-1-((S)-2-oxopyrrolidin-3-yl)-4-(trifluoromethoxy)butan-2-yl)amino)pentan-2-yl)-5-oxotetrahydrofuran-2-carboxamide